CC1CC2(NC(C1)C2)C(C)O 1-(cis-3-methyl-6-azabicyclo[3.1.1]heptan-1-yl)ethan-1-ol